2'-chloro-N-(5-[(2-hydroxyethyl)amino]-[1,3]thiazolo[5,4-d]pyrimidin-2-yl)-5'-methoxy-6-methyl-[4,4'-bipyridine]-3-carboxamide ClC1=NC=C(C(=C1)C1=C(C=NC(=C1)C)C(=O)NC=1SC=2N=C(N=CC2N1)NCCO)OC